Thienotellurophen S1C=CC2=C1C=C[Te]2